N-{[2-fluoro-3-methoxy-6-(4-methyl-1H-1,2,3-triazol-1-yl)phenyl]methyl}-1-[(7-methyl-5,6,7,8-tetrahydro-1,7-naphthyridin-2-yl)methyl]-3-(trifluoromethyl)-1H-pyrazole-4-carboxamide FC1=C(C(=CC=C1OC)N1N=NC(=C1)C)CNC(=O)C=1C(=NN(C1)CC1=NC=2CN(CCC2C=C1)C)C(F)(F)F